methyl 1-(prop-2-en-1-yl)cyclopentane-1-carboxylate C(C=C)C1(CCCC1)C(=O)OC